FC(C)(F)C1=CC=C2C=C(C(=NC2=C1)OC)C(=O)O 7-(1,1-difluoroethyl)-2-methoxyquinoline-3-carboxylic acid